NC(CO)(CO)C 2-amino-2-methyl-propane-1,3-diol